(S)-Citronellal CC(C)=CCC[C@H](C)CC=O